3-(2-hydroxyethyl)oxetan-3-ol OCCC1(COC1)O